C(OC1=CC=C(C=C1)C1=CC=C(C=C1)N(CCC)CCC)(OCN1C(NC(C(=C1)F)=O)=O)=O 4'-(Dipropylamino)-[1,1'-biphenyl]-4-yl ((5-fluoro-2,4-dioxo-3,4-dihydropyrimidin-1(2H)-yl)methyl) carbonate